indolizino[1,2-b]quinolin-9-yl-[1,4'-bipiperidine] C=1C2=CC=3C(N=C2C=CC1)=C1C=CC=C(N1C3)C3N(CCCC3)C3CCNCC3